C(C)(C)NCCC(=O)O N-isopropyl-beta-alanine